ClC1=CC=C(C=C1)C1=N[C@H](C=2N(C3=C1C(=C(S3)C)C)C(=NN2)C)CC(=O)N2CCN(CC2)CC=2C=C(C=CC2)N2C(NC(CC2)=O)=O (S)-1-(3-((4-(2-(4-(4-chlorophenyl)-2,3,9-trimethyl-6H-thieno[3,2-f][1,2,4]triazolo[4,3-a][1,4]diazepin-6-yl)acetyl)piperazin-1-yl)methyl)phenyl)dihydropyrimidine-2,4(1H,3H)-dione